CC(C)OC1=CC=C(C=C1)N(C1=NN2C(NC(=CC2=O)CCC)=N1)C 2-[(4-propan-2-yloxyphenyl)-methylamino]-5-propyl-4H-[1,2,4]triazolo[1,5-a]pyrimidin-7-one